2,2,2-trifluoro-1-[4-(4-hydroxyphenyl)-4-methylpiperidin-1-yl]ethanone FC(C(=O)N1CCC(CC1)(C)C1=CC=C(C=C1)O)(F)F